2-(6-{5-chloro-2-[(oxan-4-yl)amino]pyrimidin-4-yl}-1-oxo-2,3-dihydro-1H-isoindol-2-yl)-N-[(1S,2S)-2-hydroxy-1-(3-methoxyphenyl)propyl]acetamide ClC=1C(=NC(=NC1)NC1CCOCC1)C1=CC=C2CN(C(C2=C1)=O)CC(=O)N[C@H]([C@H](C)O)C1=CC(=CC=C1)OC